C1(CC1)C=1C=CC(=NC1CC1=CC=C(C=C1)F)C(=O)N[C@](CCOCCOCCOCCNC(OC(C)(C)C)=O)(C(=O)OCC)CC Ethyl (R)-17-(5-cyclopropyl-6-(4-fluorobenzyl)picolinamido)-17-ethyl-2,2-dimethyl-4-oxo-3,8,11,14-tetraoxa-5-azaoctadecan-18-oate